1-(4-methoxyphenyl)-2(1H)-quinoxalinone COC1=CC=C(C=C1)N1C(C=NC2=CC=CC=C12)=O